(8S,9S,10R,11S,13S,14S)-17-acetyl-11-hydroxy-10,13-dimethyl-6,7,8,9,10,11,12,13,14,15,16,17-dodecahydro-1H-cyclopenta[a]phenanthren-3(2H)-one C(C)(=O)C1CC[C@H]2[C@@H]3CCC4=CC(CC[C@@]4([C@H]3[C@H](C[C@]12C)O)C)=O